D-4-tert-butylphenylalanine C(C)(C)(C)C1=CC=C(C[C@@H](N)C(=O)O)C=C1